(3S,4R)-4-((5-fluoro-4-(3-(hydroxymethyl)-4-isopropylquinolin-6-yl)pyrimidin-2-yl)amino)tetrahydro-2H-pyran-3-ol FC=1C(=NC(=NC1)N[C@H]1[C@@H](COCC1)O)C=1C=C2C(=C(C=NC2=CC1)CO)C(C)C